ClC1=C(C(=C(C=C1OC)OC)Cl)C1=CC2=C(N=C(N=C2)N[C@H]2[C@H](COC2)NC(C=C)=O)C(=N1)N1CC(C1)OC N-((3R,4S)-4-((6-(2,6-dichloro-3,5-dimethoxyphenyl)-8-(3-methoxyazetidin-1-yl)pyrido[3,4-d]pyrimidin-2-yl)amino)tetrahydrofuran-3-yl)acryl-amide